2-[(4-methylphenyl)dioxy-λ6-thio]-5-(2-methylpropan-2-yl)pyrazol-3-amine CC1=CC=C(C=C1)OO[SH4]N1N=C(C=C1N)C(C)(C)C